C1(=CC=CC=C1)NNC(=O)C=1C(=NN(C1)C=1SC=CN1)C N'-phenyl-3-methyl-1-(thiazol-2-yl)-1H-pyrazole-4-carbohydrazide